FC1=C(C=C(C=C1)F)[C@@H]1N(C[C@H](C1)F)C1=NC=2N(C=C1)N=CC2NC(=O)N[C@H]2[C@@H](C2)O 1-(5-((2R,4S)-2-(2,5-difluorophenyl)-4-fluoropyrrolidin-1-yl)pyrazolo[1,5-a]pyrimidin-3-yl)-3-((1R,2R)-2-hydroxycyclopropyl)urea